FC1(CCC(CC1)CCN1C(N(N=C1CC1=C(C=CC=C1)F)C)=O)F 4-(2-(4,4-difluorocyclohexyl)ethyl)-5-(2-fluorobenzyl)-2-methyl-2,4-dihydro-3H-1,2,4-triazol-3-one